NCCCCCN penta-methylenediamine